1-(5-(4-AMINO-1-METHYL-1H-PYRAZOLO[3,4-D]PYRIMIDIN-3-YL)IMIDAZO[1,2-A]PYRIDIN-8-YL)-3-(5-(1-(TRIFLUOROMETHYL)CYCLOPROPYL)ISOXAZOL-3-YL)UREA NC1=C2C(=NC=N1)N(N=C2C2=CC=C(C=1N2C=CN1)NC(=O)NC1=NOC(=C1)C1(CC1)C(F)(F)F)C